C(C)(C)(C)OC(=O)NCCCOCCCCOCCCN 1-(t-Butyloxycarbonyl-amino)-4,9-dioxa-12-dodecanamine